C1(=CC=CC=C1)CCSSC(C(=O)O)CC(=O)O 2-[(2-phenylethylthio)thio]succinic acid